CO[C@@H]1CN(CC1)C1=CC=2N(C=C1)C=C(N2)C2=CC=C(C=C2)C 7-((S)-3-Methoxy-pyrrolidin-1-yl)-2-p-tolyl-imidazo[1,2-a]pyridine